6-chloro-7-[4-(3-methyloxetan-3-yl)piperazin-1-yl]-N-[1-methyl-5-(trifluoromethyl)-1H-pyrazol-4-yl]quinazolin-2-amine ClC=1C=C2C=NC(=NC2=CC1N1CCN(CC1)C1(COC1)C)NC=1C=NN(C1C(F)(F)F)C